CC(C)C[C@H](C(=O)SCCNC(=O)CCNC(=O)[C@@H](C(C)(C)COP(=O)([O-])OP(=O)([O-])OC[C@@H]1[C@H]([C@H]([C@@H](O1)N2C=NC3=C(N=CN=C32)N)O)OP(=O)([O-])[O-])O)O The molecule is a fatty acyl-CoA(4-) arising from deprotonation of the phosphate and diphosphate functions of (R)-2-hydroxy-4-methylpentanoyl-CoA; major species at pH 7.3. It is a conjugate base of a (R)-2-hydroxy-4-methylpentanoyl-CoA.